NC1=C(C=C(C=N1)C1=CC=C(C=C1)C(=O)N1[C@H](CCC1)CN1CCCC1)OCC1=C(C=CC=C1F)F {4-[6-amino-5-(2,6-difluoro-benzyloxy)-pyridin-3-yl]-phenyl}-[(2R)-2-pyrrolidin-1-ylmethyl-pyrrolidin-1-yl]-methanone